C(C1=CC=CC=C1)OC1=NC(=CC=C1N1C(N(C2=C1C=CC(=C2)C=2C(=NN(C2C)CC(=O)OCC)C)C)=O)OCC2=CC=CC=C2 ethyl 2-(4-(1-(2,6-bis(benzyloxy)pyridin-3-yl)-3-methyl-2-oxo-2,3-dihydro-1H-benzo[d]imidazol-5-yl)-3,5-dimethyl-1H-pyrazol-1-yl)acetate